Cl.ClC=1C=C(C=CC1OCC1=CC(=CC=C1)F)NC1=NC(=NC2=CC=C(C=C12)C(C#CC)=NOCCNCC)CC(=N)N 4-(3-chloro-4-(3-fluorobenzyloxy)phenylamino)-6-(1-(2-ethylaminoethoxyimino)-2-butyn-1-yl)quinazolineethanamidine hydrochloride